[2-(4-Chlorophenyl)-5-(ethylsulfonimidoyl)-1-methyl-1H-imidazol-4-yl]-6,6,7,7-tetrafluoro-1-methyl-6,7-dihydro-1H-[1,4]dioxino[2,3-f]benzimidazol ClC1=CC=C(C=C1)C=1N(C(=C(N1)C1=NC2=C(N1C)C=C1C(=C2)OC(C(O1)(F)F)(F)F)S(=O)(=N)CC)C